5-(2-(Dimethylamino)ethoxy)-N-(1-(3-fluorophenyl)cyclopropyl)-2-methylbenzamide CN(CCOC=1C=CC(=C(C(=O)NC2(CC2)C2=CC(=CC=C2)F)C1)C)C